dioctyltin di(ethyl maleate) C(C)/C(/C(=O)[O-])=C/C(=O)[O-].C(C)/C(/C(=O)[O-])=C/C(=O)[O-].C(CCCCCCC)[Sn+4]CCCCCCCC